ClC1=C(C(=CC(=C1)Cl)OCOC)C1=CC2=C(N=N1)N(C=C2C)C2CC(C2)(O)C (1s,3s)-3-{3-[2,4-dichloro-6-(methoxymethoxy)phenyl]-5-methyl-7H-pyrrolo[2,3-c]pyridazin-7-yl}-1-methylcyclobutanol